F[Sb-](F)(F)(F)(F)F.C1(=CC=CC=C1)[S+](C1=CC=C(C=C1)OS(=O)(=O)O)C1=CC=CC=C1 diphenyl-(4-sulfoxyphenyl)sulfonium hexafluoroantimonate